N(=NC1=CC=C(C=O)C=C1)C1=CC=C(C=O)C=C1 4,4'-(diazene-1,2-diyl)dibenzoaldehyde